C(C)OC(CC(C)(OOC(C)(C)CC)OOC(C)(C)CC)=O ethyl-3,3-di(tert-amylperoxy)butyrate